C(=O)C1=CC(=C(OCCN2CCN(CC2)C(=O)OC(C)(C)C)C=C1)O tert-butyl 4-(2-(4-formyl-2-hydroxyphenoxy)ethyl)piperazine-1-carboxylate